(R)-(1-(((3-(2-cyano-3-(dimethylamino)-3-oxoprop-1-en-1-yl)phenylethoxy)carbonyl)Amino)-2-phenylethyl)boronic acid C(#N)C(=CC=1C=C(C=CC1)CCOC(=O)N[C@@H](CC1=CC=CC=C1)B(O)O)C(=O)N(C)C